Bis(5-diethylaminocarbonyloxy-2,4-dimethylphenyl) pentasulfide C(C)N(C(=O)OC=1C(=CC(=C(C1)SSSSSC1=C(C=C(C(=C1)OC(=O)N(CC)CC)C)C)C)C)CC